7-bromo-1-[[1-(chloromethyl)cyclopropyl]methyl]-5-fluoro-2-methyl-benzimidazole BrC1=CC(=CC2=C1N(C(=N2)C)CC2(CC2)CCl)F